Cl.F\C=C(\CN)/COC1=CC=C(C=C1)N1N=CN=N1 (Z)-3-fluoro-2-[[4-(2H-tetrazol-2-yl)phenoxy]methyl]prop-2-en-1-amine hydrochloride